1-(5-(7,8-dimethyl-[1,2,4]triazolo[1,5-a]pyridin-6-yl)-6-isopropyl-4H-pyrrolo[3,2-d]thiazol-2-yl)-N-((3-methyloxetan-3-yl)methyl)piperidin-4-amine CC1=C(C=2N(C=C1C1=C(C=3N=C(SC3N1)N1CCC(CC1)NCC1(COC1)C)C(C)C)N=CN2)C